O=S1(C2=C(NC(C3=C1C=CC=C3)=O)C=C(C=C2)C(=O)NCC2=CN=C(S2)C2=CC=C(C=C2)C#CCCN2[C@@H](CCC2)C(=O)OC)=O methyl (4-(4-(5-((5,5-dioxido-11-oxo-10,11-dihydrodibenzo[b,f][1,4]thiazepine-8-carboxamido)methyl)thiazol-2-yl)phenyl)but-3-yn-1-yl)-L-prolinate